6-phenyl-imidazopyridine-2-amine C1(=CC=CC=C1)C=1C=NC2=C(C1)NC(=N2)N